Cl.Cl.N[C@@H](C(=O)N[C@H](C(=O)NCC1=CC(=NC=C1)N)C)CCC1=CC=CC=C1 (R)-2-amino-N-((S)-1-(((2-aminopyridin-4-yl)methyl)amino)-1-oxopropan-2-yl)-4-phenylbutanamide dihydrochloride